(±)-1-(4-Chloro-3-(trifluoromethyl)phenyl)-2-((2-chloro-4-(4-(3-chlorophenyl)-trans-2,3-dimethylpiperazine-1-carbonyl)phenyl)sulfinyl)ethan-1-one ClC1=C(C=C(C=C1)C(C[S@@](=O)C1=C(C=C(C=C1)C(=O)N1[C@H]([C@@H](N(CC1)C1=CC(=CC=C1)Cl)C)C)Cl)=O)C(F)(F)F |&1:9|